The molecule is a dicarboxylic acid dianion that is the conjugate base of 2-aminoadipic acid. It is a dicarboxylic acid dianion and an alpha-amino-acid anion. It is a conjugate base of a 2-aminoadipic acid. C(CC(C(=O)[O-])N)CC(=O)[O-]